2-(((S)-1-(1H-1,2,4-triazol-1-yl)propan-2-yl)oxy)-4-(2-((3-(2-ethoxyethoxy)-1-((1r,4r)-4-morpholinocyclohexyl)-1H-pyrazol-4-yl)amino)pyrimidin-5-yl)benzonitrile N1(N=CN=C1)C[C@H](C)OC1=C(C#N)C=CC(=C1)C=1C=NC(=NC1)NC=1C(=NN(C1)C1CCC(CC1)N1CCOCC1)OCCOCC